COC1=CC(=C(C=C1NC1=NC=NC(=C1)N1OCC[C@@H]1C1=CC=CC=C1)NC(C=C)=O)N1C2CN(C(C1)C2)C N-(4-methoxy-2-(5-methyl-2,5-diazabicyclo[2.2.1]heptane-2-yl)-5-((6-((R)-3-phenylisoxazolidine-2-yl)pyrimidine-4-yl)amino)phenyl)acrylamide